BrC1=C(\C=N\NC(COC2=CC=CC=3CC(OC32)(C)C)=O)C=CC=C1 (E)-N'-(2-bromobenzylidene)-2-((2,2-dimethyl-2,3-dihydrobenzofuran-7-yl)oxy)acethydrazide